4,4'-dimethoxy-3,3'-dimethyl-azobenzene COC1=C(C=C(C=C1)N=NC1=CC(=C(C=C1)OC)C)C